neryl (S)-2-methylbutanate C[C@H](C(=O)OC\C=C(\C)/CCC=C(C)C)CC